NC=1C=CC2=C(N=C(O2)C2=CC=C(C=N2)NC(=O)C23CC4CC(CC(C2)C4)C3)C1 (1r,3r,5s)-N-(6-(5-aminobenzo[d]oxazol-2-yl)pyridin-3-yl)adamantane-1-carboxamide